3-Sulfamoylalanine S(N)(=O)(=O)C[C@H](N)C(=O)O